4-amino-2-fluoro-3-methyl-phenol NC1=C(C(=C(C=C1)O)F)C